C12CN(CC(CCC1)N2)C=2OC1=C(N2)C(=C(C=C1C=1SC=CN1)C(=O)O)OC(F)(F)F 2-(3,9-diazabicyclo[3.3.1]nonan-3-yl)-7-(thiazol-2-yl)-4-(trifluoromethoxy)benzo[d]oxazole-5-carboxylic acid